OC1CN(C1)C1=CC=C2C3(CC=4C(=NOC4C2=C1)NS(=O)(=O)C1=C(C=CC=C1OC)OC)CC3 N-(8'-(3-hydroxyazetidin-1-yl)-4'H-spiro[cyclopropane-1,5'-naphtho[2,1-d]isoxazol]-3'-yl)-2,6-dimethoxybenzenesulfonamide